2-amino-3-cyano-4-methyl-6,7-dihydro-5H-benzothiophene-4-carboxylic acid NC=1SC2=C(C1C#N)C(CCC2)(C(=O)O)C